S1C=NC2=C1C=CC(=C2)NC2=CC=NC1=CC=C(C=C21)C=2C=CC(=NC2)C(=O)N2CCCCC2 (5-(4-(benzo[d]thiazol-5-ylamino)quinolin-6-yl)pyridin-2-yl)(piperidin-1-yl)methanone